N-(6-(ethylthio)-3-nitropyridine-2-yl)ethanesulfonamide C(C)SC1=CC=C(C(=N1)NS(=O)(=O)CC)[N+](=O)[O-]